2-vinyl-pyridinium iodide [I-].C(=C)C1=[NH+]C=CC=C1